ONC(=O)C=1C=2CN(C(C2C=CC1)(C)C)C1=NC=C(C=C1)C(F)(F)F N-hydroxy-1,1-dimethyl-2-(5-(trifluoromethyl)pyridin-2-yl)isoindoline-4-carboxamide